FC=1C=C2[C@H](CC(OC2=CC1F)(C)C)CS(=O)(=O)N |o1:4| (S*)-(6,7-difluoro-2,2-dimethylchroman-4-yl)methanesulfonamide